P(=O)(OC[C@H]1O[C@@]([C@@H]([C@@H]1O)O)(C#N)C1=CC=C2C(=NC=NN21)N)(OCCCOCCCCCCCCCCCCCCCC)O ((2R,3S,4R,5R)-5-(4-Aminopyrrolo[2,1-f][1,2,4]triazin-7-yl)-5-cyano-3,4-dihydroxytetrahydrofuran-2-yl)methyl (3-(hexadecyloxy)propyl) hydrogen phosphate